4-chloro-N-[3-nitro-4-(tetrahydropyran-4-ylmethylamino)phenyl]sulfonyl-2-(1H-pyrrolo[2,3-b]pyridin-5-yloxy)benzamide ClC1=CC(=C(C(=O)NS(=O)(=O)C2=CC(=C(C=C2)NCC2CCOCC2)[N+](=O)[O-])C=C1)OC=1C=C2C(=NC1)NC=C2